N-(4-((6-amino-5-chloro-pyrimidin-4-yl)oxy)-3-fluorophenyl)-1-phenyl-5-(trifluoromethyl)-1H-pyrazole-4-carboxamide NC1=C(C(=NC=N1)OC1=C(C=C(C=C1)NC(=O)C=1C=NN(C1C(F)(F)F)C1=CC=CC=C1)F)Cl